NC1=C2N=C(N(C2=NC=N1)C1OC(C(C1O)O)CO)Cl 2-(6-amino-8-chloropurin-9-yl)-5-(hydroxymethyl)oxolane-3,4-diol